(S)-7-((S)-2-(4-(7H-pyrrolo[2,3-d]pyrimidin-4-yl)piperazin-1-yl)-1-(4-chlorophenyl)-2-oxoethyl)-6-azaspiro[3.4]octane-6-carboxylic acid tert-butyl ester C(C)(C)(C)OC(=O)N1CC2(CCC2)C[C@H]1[C@@H](C(=O)N1CCN(CC1)C=1C2=C(N=CN1)NC=C2)C2=CC=C(C=C2)Cl